C(C)(C)N.P(=O)(O)(O)CNCC(=O)O N-(phosphonomethyl)glycine isopropylamine salt